N1CC(C1)C1=CC=C(C=C1)C=1C=C(C2=CN(N=C2C1Cl)C(C(=O)NC=1SC=CN1)C1=C2N(C=N1)C[C@@H](C2)F)Cl 2-(6-(4-(azetidin-3-yl)phenyl)-4,7-dichloro-2H-indazol-2-yl)-2-((R)-6-fluoro-6,7-dihydro-5H-pyrrolo[1,2-c]imidazol-1-yl)-N-(thiazol-2-yl)acetamide